methyl (1R)-1-phenyl-1,2,3,4-tetrahydroisoquinoline-7-carboxylate C1(=CC=CC=C1)[C@H]1NCCC2=CC=C(C=C12)C(=O)OC